C(CCCCCCCCC)(=O)N1NC(CC1C1=CC=CC=C1)=C1C(N(C(N(C1=O)C)=O)C)=O 5-(1-n-decanoyl-5-phenylpyrazolidine-3-ylidene)-1,3-dimethylbarbituric acid